O-((2R,3R,4S,5R)-2-(4-amino-5-bromo-2-oxopyrimidin-1(2H)-yl)-4-(benzyloxy)-5-((benzyloxy)methyl)-5-methyltetrahydrofuran-3-yl) O-phenyl carbonothioate C(O[C@H]1[C@@H](O[C@]([C@H]1OCC1=CC=CC=C1)(C)COCC1=CC=CC=C1)N1C(N=C(C(=C1)Br)N)=O)(OC1=CC=CC=C1)=S